NC1=C(SC=2N=C(N=CC21)C)C(=O)NC2C(C=1C=CC(=NC1CC2)N2CC(C(C2)NC)COC)(F)F 5-amino-N-{5,5-difluoro-2-[3-(methoxymethyl)-4-(methylamino)pyrrolidin-1-yl]-5,6,7,8-tetrahydroquinolin-6-yl}-2-methylthieno[2,3-d]pyrimidine-6-carboxamide